(3R,4R)-3-(4-(benzyloxy)-3-phenethoxybenzyl)-4-(3,4-dimethoxybenzyl)dihydrofuran C(C1=CC=CC=C1)OC1=C(C=C(C[C@H]2COC=C2CC2=CC(=C(C=C2)OC)OC)C=C1)OCCC1=CC=CC=C1